(pyrazolo[5,1-b][1,3]thiazol-7-yl)methanol S1C=2N(C=C1)N=CC2CO